(S)-2-chloro-12-(ethylthio)-1-fluoro-4,5,5a,6,9,10-hexahydro-8H-7-oxa-3,10a,11,13-tetraazanaphtho[1,8-ab]heptalene ClC=1C(=C2N=C(N=C3C2=C(CC[C@H]2COCCCN32)N1)SCC)F